4-(2'-oxo-1',2'-dihydrospiro[cyclohexane-1,3'-indol]-4-yl)-1,4-diazepan-1-carboxylic acid ethyl ester C(C)OC(=O)N1CCN(CCC1)C1CCC2(C(NC3=CC=CC=C23)=O)CC1